5-(isopentenylamino-methyl)uridine C(CC(=C)C)NCC=1C(NC(N([C@H]2[C@H](O)[C@H](O)[C@@H](CO)O2)C1)=O)=O